C(C1=CC=CC=C1)OC(=O)N1CC2=C(N=C(N(C2=O)CC2=CC=C(C=C2)C)NCCCO)CC1.BrCC(=O)NC1=CC(=C(C=C1)OC)F 2-bromo-N-(3-fluoro-4-methoxyphenyl)acetamide benzyl-3-(4-methylbenzyl)-2-((3-hydroxypropyl)amino)-4-oxo-3,5,7,8-tetrahydropyrido[4,3-d]pyrimidine-6(4H)-carboxylate